C1C2N(CCN1)CCC2 1,2,3,4,6,7,8,8a-octahydropyrrolo[1,2-a]pyrazine